tert-butyl (2R,3S,4S)-4-[(tert-butoxycarbonyl)oxy]-3-({[2-(dibutylamino)ethyl]carbamoyl}oxy)-2-[(4-methoxyphenyl)methyl]pyrrolidine-1-carboxylate C(C)(C)(C)OC(=O)O[C@@H]1[C@H]([C@H](N(C1)C(=O)OC(C)(C)C)CC1=CC=C(C=C1)OC)OC(NCCN(CCCC)CCCC)=O